(R)-3-Acetaminopiperidine-1-carboxylic acid tert-butyl ester C(C)(C)(C)OC(=O)N1C[C@@H](CCC1)NC(=O)C